O=C1C2(CC2CN1)C(=O)O 2-oxo-3-azabicyclo[3.1.0]Hexane-1-carboxylic acid